Acryloylimidazolium C(C=C)(=O)C=1NC=C[NH+]1